(1s,3s)-3-(3-chloro-4-(6-(1-methylcyclopropoxy)-9-((4-methylpyridin-2-yl)methyl)-9H-purin-8-yl)phenoxy)cyclobutan-1-ol ClC=1C=C(OC2CC(C2)O)C=CC1C=1N(C2=NC=NC(=C2N1)OC1(CC1)C)CC1=NC=CC(=C1)C